COC=1C=C(C=NC1OCC1=CC=C(C=C1)OC)NC1=NC=2C=CC=C(C2N=C1N1CCOCC1)C#N ((5-methoxy-6-((4-methoxybenzyl)oxy)pyridin-3-yl)amino)-3-morpholinoquinoxaline-5-carbonitrile